[Si](C1=CC=CC=C1)(C1=CC=CC=C1)(C(C)(C)C)OC1CC(CCC1)N1C2=NC(=NC=C2N(C1=O)C)Cl (3-((tert-butyldiphenylsilyl)oxy)cyclohexyl)-2-chloro-7-methyl-7,9-dihydro-8H-purin-8-one